ClC1=NN(C2=NC(=NC=C21)C(=O)OC)C2=CC=C(C=C2)OC(F)F methyl 3-chloro-1-(4-(difluoromethoxy)phenyl)-1H-pyrazolo[3,4-d]pyrimidine-6-carboxylate